2-[[5-(4-chloro-2-fluoro-phenyl)-3-methyl-triazol-4-yl]methyl]-5-[3-[(5-chloro-2-pyridyl)oxy]azetidin-1-yl]pyridazin-3-one ClC1=CC(=C(C=C1)C1=C(N(N=N1)C)CN1N=CC(=CC1=O)N1CC(C1)OC1=NC=C(C=C1)Cl)F